N-methyl-2-oxazol-2-ylsulfanylpropanamide CNC(C(C)SC=1OC=CN1)=O